C[SH-]C(OC[C@@H]1OCCOC1)=S (R)-O-((1,4-dioxan-2-yl) methyl) S-methyldithiocarbonate